CC1=C(C(=CC=C1)C)NC(=O)C=1C=CN2C3=C(CCC12)C=NC(=N3)NC3=C(C=C(C=C3)N3CCN(CC3)C(CNCC)=O)OC N-(2,6-dimethylphenyl)-2-[4-[4-[2-(ethylamino)acetyl]piperazin-1-yl]-2-methoxy-anilino]-5,6-dihydropyrimido[4,5-e]indolizine-7-carboxamide